FC1=C(C(=CC=C1B1OC(C(O1)(C)C)(C)C)F)O 2,6-difluoro-3-(4,4,5,5-tetramethyl-1,3,2-dioxaborolan-2-yl)phenol